O=C1CC(CN1CC=1C=NC=CC1)C(=O)NC1=CC=C(C=C1)C1=NC(=NO1)C(C)C 5-oxo-N-{4-[3-(propan-2-yl)-1,2,4-oxadiazol-5-yl]Phenyl}-1-[(pyridin-3-yl)methyl]Pyrrolidine-3-carboxamide